tert-butyl 4-(5-formyl-1H-pyrazol-1-yl)piperidine-1-carboxylate C(=O)C1=CC=NN1C1CCN(CC1)C(=O)OC(C)(C)C